N(=[N+]=[N-])CCC(CCC(CCC(CC(=O)O)=O)=O)=O 11-azido-3,6,9-trioxoundecanoic acid